C(C)NCCC[Si](OC)(OC)OC gamma-(N-ethyl)aminopropyltrimethoxysilane